C(CCCCCCC)(=O)[O-].[K+] Kalium octanoat